C(C)(=O)OC1=CN=C2N1C=C(N=C2)C2=CC=C(C=C2)C 6-(p-tolyl)imidazo[1,2-a]pyrazin-3-yl acetate